2-(1-(2-chloro-6-fluorophenoxy)-8-isopropoxyisoquinolin-6-yl)-4-ethyl-5-(hydroxymethyl)-2,4-dihydro-3H-1,2,4-triazol-3-one ClC1=C(OC2=NC=CC3=CC(=CC(=C23)OC(C)C)N2N=C(N(C2=O)CC)CO)C(=CC=C1)F